C(#N)C1=C(SC=2CN(CCC21)CC2=CC(=CC(=C2)C)C)NC(CC2=CC=C(C=C2)S(=O)(=O)C)=O N-(3-Cyano-6-(3,5-dimethylbenzyl)-4,5,6,7-tetrahydrothieno[2,3-c]pyridin-2-yl)-2-(4-(methylsulfonyl)phenyl)-acetamid